(R)-N-(2-cyclopropyl-5-(N-methylsulfamoyl)pyridin-4-yl)-3-(3-fluoro-4-methylphenyl)-3-(1,2,4-thiadiazol-5-yl)pyrrolidine-1-carboxamide C1(CC1)C1=NC=C(C(=C1)NC(=O)N1C[C@](CC1)(C1=NC=NS1)C1=CC(=C(C=C1)C)F)S(NC)(=O)=O